1-(4-([3,4'-bipyridin]-5-yl)phenyl)pyrrolidin-2-one N1=CC(=CC(=C1)C1=CC=C(C=C1)N1C(CCC1)=O)C1=CC=NC=C1